CC(C1=CC=CC=C1)C1=C(C(=CC(=C1)C(C1=CC=CC=C1)C)C(C1=CC=CC=C1)C)O 2,4,6-tri(α-methyl-benzyl)phenol